C(CCCCCCC\C=C/CCCCCCCC)(=O)OCC(OC(CCCCCCC\C=C/CCCCCCCC)=O)COP(=O)(O)OCC(O)CO 1,2-dioleoylglycero-3-phospho-glycerol